C(C)(=O)C1=C(C=C(C=C1)Cl)C1=CC(N(C=C1OC([2H])([2H])[2H])[C@H](C(=O)NC1=CC=C(C(=O)O)C=C1)CC1=CC=CC=C1)=O 4-[[(2S)-2-[4-(2-acetyl-5-chloro-phenyl)-2-oxo-5-(trideuteromethoxy)-1-pyridinyl]-3-phenyl-propionyl]amino]benzoic acid